C(OC(C)(C)C)(O[Si](C)(C)C)=O tertbutyl trimethylsilyl carbonate